The molecule is a benzoic acid carrying a trifluoromethyl substituent at the 3-position. It is a member of benzoic acids and a member of (trifluoromethyl)benzenes. C1=CC(=CC(=C1)C(F)(F)F)C(=O)O